C(C)(C)N(C(C)C)P(=O)(O[C@H]1[C@@H](O[C@@H]([C@H]1O[Si](C(C)C)(C(C)C)C(C)C)COC(C1=CC=C(C=C1)OC)(C1=CC=C(C=C1)OC)C1=CC=CC=C1)N1C(=O)N=C(NC(C)=O)C=C1)OCCC#N 2'-O-[(N,N-diisopropylamino)-2-cyanoethoxyphosphinyl]-5'-O-(4,4'-dimethoxytrityl)-3'-O-triisopropylsilyl-N-acetylcytidine